N-(2-chloro-5-nitropyrimidin-4-yl)-N-methylglycinate ClC1=NC=C(C(=N1)N(CC(=O)[O-])C)[N+](=O)[O-]